[Mn](=O)([O-])[O-].[Sr+2] strontium manganite